O1C2=C(OCC1)C=C(C=C2)[C@H]([C@@H](CN2CCCC2)NC(CCCCCCC)=O)O N-((1R,2R)-1-(2,3-dihydrobenzo[b][1,4]dioxin-6-yl)-1-hydroxy-3-(pyrrolidin-1-yl)propan-2-yl)octanamide